CN1C(=C(C=C1C=1C=C2CCNCC2=CC1C(=O)N1CC2=CC=CC=C2C[C@H]1C)C(=O)OCC)C ethyl 1,2-dimethyl-5-(7-{[(3R)-3-methyl-3,4-dihydro-1H-isoquinolin-2-yl]carbonyl}-1,2,3,4-tetrahydroisoquinolin-6-yl)pyrrole-3-carboxylate